FC1(C(CC1)CN(C(=O)OCC1=C(N=NN1C)C1=CC=C(C(=N1)C)C#CC1(CC1)CC(=O)O)C)F 2-(1-((6-(5-(((((2,2-difluorocyclobutyl)methyl)(methyl)carbamoyl)oxy)methyl)-1-methyl-1H-1,2,3-triazol-4-yl)-2-methylpyridin-3-yl)ethynyl)cyclopropyl)acetic acid